NC=1C=C(C=CC1)S(=O)(=O)C1=CC(=CC=C1)N Bis(3-aminophenyl) Sulfone